2-(4-(2-aminoquinolin-7-yl)-1-methyl-1H-pyrazol-5-yl)-4-chloro-6-cyclopropoxy-benzonitrile NC1=NC2=CC(=CC=C2C=C1)C=1C=NN(C1C1=C(C#N)C(=CC(=C1)Cl)OC1CC1)C